FC1=CC=C(CC2=CC3=C(OC[C@@H](N3)COC(C)C)N=C2)C=C1 (S)-7-(4-fluorobenzyl)-2-(isopropoxymethyl)-2,3-dihydro-1H-pyrido[2,3-b][1,4]oxazine